(2S)-8-chloro-2-methyl-3,4-dihydro-2H-1,4-benzoxazine ClC1=CC=CC=2NC[C@@H](OC21)C